4-chloro-β,β,2-trifluoro-3-pyridinepropionic acid ClC1=C(C(=NC=C1)F)C(CC(=O)O)(F)F